endo-7-amino-9-methyl-3-oxa-9-azabicyclo[3.3.1]nonane dihydrochloride CN1[C@@H]2CC(C[C@H]1COC2)N.Cl.Cl